The molecule is a member of bilanes. It has a role as an Escherichia coli metabolite and a mouse metabolite. It is a conjugate acid of a preuroporphyrinogen(8-). C1=C(C(=C(N1)CC2=C(C(=C(N2)CC3=C(C(=C(N3)CC4=C(C(=C(N4)CO)CC(=O)O)CCC(=O)O)CC(=O)O)CCC(=O)O)CC(=O)O)CCC(=O)O)CC(=O)O)CCC(=O)O